NC=1C(=C(C(=NC1)N(C(OC(C)(C)C)=O)C(=O)OC(C)(C)C)C)F tert-butyl N-(5-amino-4-fluoro-3-methylpyridin-2-yl)-N-[(tert-butoxy)carbonyl]carbamate